OC(CC(=O)O)(CC(=O)O)C(=O)O.C(C=C)OCC=C allyl ether 3-hydroxy-3-carboxyglutarate